cobalt ethylene C=C.[Co]